1-((1-(2-(4-(2-hydroxyethoxy)-3,5-dimethylphenylamino)pyrimidin-4-yl)-3-methyl-1H-pyrazol-4-yl)methyl)azetidin-3-ol OCCOC1=C(C=C(C=C1C)NC1=NC=CC(=N1)N1N=C(C(=C1)CN1CC(C1)O)C)C